N[C@H](C(=O)NCC1=CC=C(C=C1)C1=C(N=CS1)C)C[C@H](CCl)O (2S,4R)-2-amino-5-chloro-4-hydroxy-N-[[4-(4-methyl-1,3-thiazol-5-yl)phenyl]methyl]pentanamide